P(=O)(O)(O)OC[C@@H]1[C@H]([C@H]([C@@H](O1)N1C=NC=2C(=O)NC(NC(CCO)C(=O)O)=NC12)O)O N2-(1-carboxy-3-hydroxypropyl)guanosine 5'-monophosphate